5-((1H-Pyrazol-1-yl)methyl)-N-(5-(1-hydroxy-2-methylpropan-2-yl)-2-methoxyphenylsulfonimidoyl)-6-methoxypicolinamide N1(N=CC=C1)CC=1C=CC(=NC1OC)C(=O)NS(=O)(=N)C1=C(C=CC(=C1)C(CO)(C)C)OC